3-tert-butyl-aniline C(C)(C)(C)C=1C=C(N)C=CC1